C1(CC1)NC(=O)C1=C(C=C(C=C1OC)C1=CN=C2N1C=CC(=C2)OCC(CN2CCC(CC2)(C(=O)OCC)O)O)OC(F)F ethyl 1-[3-[3-[4-(cyclopropylcarbamoyl)-3-(difluoromethoxy)-5-methoxy-phenyl]imidazo[1,2-a]pyridin-7-yl]oxy-2-hydroxy-propyl]-4-hydroxy-piperidine-4-carboxylate